O=C1NC(CCC1N1C(C2=CC=C(C=C2C1)C(=O)NC=1C2=C(SC1)C=CC=C2F)=O)=O 2-(2,6-dioxopiperidin-3-yl)-N-(4-fluorobenzo[b]thiophen-3-yl)-1-oxoisoindoline-5-carboxamide